C(C)(=O)OC1=CC2=C(C3(C(OC3)C=C2)OC(C)=O)C=C2C=CC=C1C2 7,11-methanocyclodeca[3,4]benzo[1,2-b]oxete-6,12b(2aH)-diyl diacetate